FC1=C(C(=CC(=C1)OC)F)C1=C(C(N(N1C)C1=NC(=CC=C1)N1CCN(CC1)C)=O)NC(C1=CC=C(C=C1)OC(F)F)=O N-[5-(2,6-difluoro-4-methoxyphenyl)-1-methyl-2-[6-(4-methylpiperazin-1-yl)pyridin-2-yl]-3-oxo-2,3-dihydro-1H-pyrazol-4-yl]-4-(difluoromethoxy)benzamide